O1COC2=C1C=CC=C2OC2=CC(=C(C=C2)C(=O)C2=CNC=1N=CN=C(C12)Cl)Cl (4-(Benzo[d][1,3]dioxol-4-yloxy)-2-chlorophenyl)(4-chloro-7H-pyrrolo[2,3-d]pyrimidine-5-yl)methanone